FC(OC=1C=C(C=CC1)CC(=O)ON1C(CCC1=O)=O)(F)F 2,5-dioxopyrrolidin-1-yl 2-(3-(trifluoromethoxy)phenyl)acetate